5H-imidazo[2,1-i]purine-5-one N=1C=NC2=NC(N3C(C12)=NC=C3)=O